FC=1C=C(C=NC1)OCCN(CC[C@@H](C(=O)O)NC1=NC(=NC2=CC=CC=C12)C=1C=NC=CC1)CCCCC1=NC=2NCCCC2C=C1 (S)-4-((2-((5-fluoropyridin-3-yl)oxy)ethyl)(4-(5,6,7,8-tetrahydro-1,8-naphthyridin-2-yl)butyl)amino)-2-((2-(pyridin-3-yl)quinazolin-4-yl)amino)butanoic acid